O(C=1C(C(=C(N(C1)CCCCCCCCCCCCCCCCCC)C(C)=O)O)=O)C=1C(C(=C(N(C1)CCCCCCCCCCCCCCCCCC)C(C)=O)O)=O 5,5'-oxybis(N-octadecyl-2-acetyl-3-hydroxypyridin-4-one)